CN(C)C(=O)C1=C(N=CC=C1)S(=O)(=O)NC(=O)NC2=NC(=CC(=N2)OC)OC The molecule is a N-sulfonylurea that is 2-(carbamoylsulfamoyl)-N,N-dimethylpyridine-3-carboxamide substituted by a 4,6-dimethoxypyrimidin-2-yl group at the amino nitrogen. It has a role as an environmental contaminant, a xenobiotic and a herbicide. It is a member of pyridines, a N-sulfonylurea and a member of pyrimidines.